(S)-3-(4-chlorophenyl)-2-(1,3-dioxoisoindolin-2-yl)-2-methylpropanoic acid methyl ester COC([C@@](CC1=CC=C(C=C1)Cl)(C)N1C(C2=CC=CC=C2C1=O)=O)=O